S(=O)(Cl)F Sulfinylchlorid fluorid